[Zn].OC(CSCC(CSCC(CC)O)O)CC 1,3-bis[(2-hydroxybutyl)thio]propan-2-ol Zinc